N-[5-(2,2-difluoroethyl)-4,6-dimethoxy-pyrimidin-2-yl]-7-(4,4,5,5-tetramethyl-1,3,2-dioxaborolan-2-yl)-1H-indole-3-sulfonamide FC(CC=1C(=NC(=NC1OC)NS(=O)(=O)C1=CNC2=C(C=CC=C12)B1OC(C(O1)(C)C)(C)C)OC)F